[N+](=O)([O-])[O-].[Cd+2].[N+](=O)([O-])[O-] cadmium nitrate